FC1=C(C=C(C=C1)F)[C@@H]1N(C[C@H](C1)F)C1=NNC2=NC=C(C=C21)C(=O)OC(C)C isopropyl 3-((2R,4S)-2-(2,5-difluorophenyl)-4-fluoropyrrolidin-1-yl)-1H-pyrazolo[3,4-b]pyridine-5-carboxylate